4-(4-azabicyclo[5.1.0]octan-4-yl)-7-chloro-8-fluoro-2-(((2R,7aS)-2-fluorotetrahydro-1H-pyrrolizin-7a(5H)-yl)methoxy-d2)pyrido[4,3-d]pyrimidine C12CCN(CCC2C1)C=1C2=C(N=C(N1)OC([2H])([2H])[C@]13CCCN3C[C@@H](C1)F)C(=C(N=C2)Cl)F